FC(CN1N=CC=2C1=NC(=CN2)N2CCC1(C(N(C(N1C(C)C)=O)C1=NC=CC(=C1)C(F)(F)F)=O)CC2)F 8-(1-(2,2-difluoroethyl)-1H-pyrazolo[3,4-b]pyrazin-6-yl)-1-isopropyl-3-(4-(trifluoromethyl)pyridin-2-yl)-1,3,8-triazaspiro[4.5]decane-2,4-dione